5-chlorothiazolo[5,4-b]pyridin-2-amine ClC1=CC=C2C(=N1)SC(=N2)N